(4-(3-hydroxyoxetan-3-yl)phenyl)methanone OC1(COC1)C1=CC=C(C=C1)C=O